2-(((1S,4S)-4-methoxycyclohexyl)oxy)-6-vinylquinoline COC1CCC(CC1)OC1=NC2=CC=C(C=C2C=C1)C=C